Tert-butyl ((1r,3r)-3-(6-(naphthalen-2-yl)imidazo[2,1-b]oxazole-5-carboxamido)cyclobutyl)carbamate C1=C(C=CC2=CC=CC=C12)C=1N=C2OC=CN2C1C(=O)NC1CC(C1)NC(OC(C)(C)C)=O